2-hydroxy-3-(tetrahydrothiophen-2-yl)cyclohepta-2,4,6-trien-1-one OC=1C(C=CC=CC1C1SCCC1)=O